COC=1C=2N(N=C(C1)O)C=C(C2)C=2N=C1SC(=NN1C2)OC 4-methoxy-6-(2-methoxyimidazo[2,1-b][1,3,4]thiadiazol-6-yl)pyrrolo[1,2-b]pyridazin-2-ol